C1=CC=CC2=NC3=CC=CC=C3C(=C12)N1CCC(CC1)CCC(=O)[O-] (2-(1-(acridin-9-yl) piperidin-4-yl) ethyl)carboxylate